ethylenedioxy-N-ethylamphetamine C1ON(C(C)(CC2=CC=CC=C2)OC1)CC